9-((1s,4s)-4-hydroxy-1-methylcyclohexyl)-7-methyl-2-((7-methyl-[1,2,4]triazolo[1,5-a]pyridin-6-yl)amino)-7,9-dihydro-8H-purin-8-one CC1=CC2=NC=NN2C=C1NC3=NC=C4C(=N3)N(C(=O)N4C)C5(CCC(CC5)O)C